ClC1=NN2C(C(N1)=O)=CC=C2 2-chloro-3H,4H-pyrrolo[2,1-f][1,2,4]triazin-4-one